4-((5-cyclopropyl-3-(2,6-dichlorophenyl)isoxazol-4-yl)methoxy)-3-methylpiperidine-1-carboxylic acid tert-butyl ester C(C)(C)(C)OC(=O)N1CC(C(CC1)OCC=1C(=NOC1C1CC1)C1=C(C=CC=C1Cl)Cl)C